C(C)(C)(C)C=1C(=NC(=NC1)Cl)OCC1=CC=C(C=C1)C=1N(C=C(N1)C(F)(F)F)C 5-tert-butyl-2-chloro-4-[[4-[1-methyl-4-(trifluoromethyl)imidazol-2-yl]phenyl]methoxy]pyrimidine